N1C(=CC=2C=NC=CC21)CNC([C@H](C)NC(OC(C)(C)C)=O)=O tert-Butyl (S)-(1-(((1H-pyrrolo[3,2-c]pyridin-2-yl)methyl)amino)-1-oxopropan-2-yl)carbamate